23-((2,5-dioxopyrrolidin-1-yl)oxy)-23-oxotricosanoic acid O=C1N(C(CC1)=O)OC(CCCCCCCCCCCCCCCCCCCCCC(=O)O)=O